6-(3-pyridin-4-yl-propoxy)-2-thieno[2,3-c]pyridin-5-yl-3H-pyrido[3,2-d]pyrimidin-4-one N1=CC=C(C=C1)CCCOC=1C=CC=2N=C(NC(C2N1)=O)C=1C=C2C(=CN1)SC=C2